Cis-2-cyclopropyl-7-fluoro-5-phenyl-6,7-dihydro-5H-pyrrolo[1,2-b][1,2,4]triazole C1(CC1)C=1N=C2N(N1)[C@@H](C[C@@H]2F)C2=CC=CC=C2